Cl.N1C=CC2=CC(=CC=C12)CC1=NNC(C2=CC(=C(C=C12)OC)OC)=O 4-(indol-5-ylmethyl)-6,7-dimethoxyphthalazin-1(2H)-one hydrochloride